C1(=CC=CC=C1)C1(C2(CCC(C1)C2(C)C)C)O (+)-2-phenyl-1,7,7-trimethyl-bicyclo(2.2.1)heptan-2-ol